C(C)(C)(C)OC(=O)N1CC(C1)N1N=CC(=C1)B(O)O (1-(1-(tert-butoxycarbonyl)azetidin-3-yl)-1H-pyrazol-4-yl)boronic acid